NC12CCC(CC1)(CC2)C2=NN=C(S2)C=2C(=CC(=NC2)C2=CC=C1N2N=CC(=C1)C#N)NC(C)C 7-(5-(5-(4-aminobicyclo[2.2.2]oct-1-yl)-1,3,4-thiadiazol-2-yl)-4-(isopropylamino)pyridin-2-yl)pyrrolo[1,2-b]pyridazine-3-carbonitrile